tert-butyl 4-((((methylthio)carbonothioyl)oxy)methyl)piperidine-1-carboxylate CSC(=S)OCC1CCN(CC1)C(=O)OC(C)(C)C